OCCN1CCN(CC1)CCNC=C1C(CC(CC1=O)C1=CC=C(C=C1)OCCOCCOC)=O 2-(((2-(4-(2-hydroxyethyl)piperazin-1-yl)ethyl)amino)methylene)-5-(4-(2-(2-methoxyethoxy)ethoxy)phenyl)cyclohexane-1,3-dione